C1(=CC=CC=C1)[Sn](C(C)C)(C1=CC=CC=C1)C1=CC=CC=C1 triphenylisopropyltin